N-[5-[3-(hydroxymethyl)-4-(trifluoromethoxy)phenyl]thiazol-2-yl]-8-oxo-6,7-dihydro-5H-indolizine-5-carboxamide OCC=1C=C(C=CC1OC(F)(F)F)C1=CN=C(S1)NC(=O)C1N2C=CC=C2C(CC1)=O